FC1(OC2=C(O1)C=CC(=C2)N(C(=O)C=2C=C(C=CC2)N2N=C(C=1CCC[C@@H](C21)OC2=CC=C(C=N2)C(=O)O)C(F)(F)F)C)F |o1:26| (S) or (R)-6-[[1-[3-[(2,2-difluoro-1,3-benzodioxol-5-yl)-methylcarbamoyl]phenyl]-3-(trifluoromethyl)-4,5,6,7-tetrahydroindazol-7-yl]oxy]pyridine-3-carboxylic acid